O=C([C@H](C)NP(=O)(OC1=CC=CC=C1)C(C)C1=CC=C2C=CC(=CC2=C1)C(=O)OCC=C)OCCC allyl 7-(1-((((S)-1-oxo-1-propoxyprop-2-yl) amino) (phenoxy) phosphoryl) ethyl)-2-naphthoate